N1=CN=C(C2=C1NC=C2)N2CCSC(=C2)C=2C=NN(C2)CCN2CCN(CC2)C(=O)OC(C)(C)C tert-butyl 4-(2-(4-(4-(7H-pyrrolo[2,3-d]pyrimidin-4-yl)-3,4-dihydro-2H-1,4-thiazin-6-yl)-1H-pyrazol-1-yl)ethyl)piperazine-1-carboxylate